CC1(CC=2C(=C(C3=C(SC4=C3N=CNC4=O)N2)COC2CCN(CC2)C)CO1)C 8,8-Dimethyl-11-(((1-methylpiperidin-4-yl)oxy)methyl)-7,10-dihydro-8H-pyrano[3'',4'':5',6']pyrido[3',2':4,5]thieno[3,2-d]pyrimidin-4(3H)-one